C(CC(O)(C(=O)O)CC(=O)[O-])(=O)[O-].[Ca+2].CC(C)(C)[S@@](=O)/N=C/C1(CC2CC2C1)C (R)-2-methyl-N-((E)-(3-methylbicyclo[3.1.0]hex-3-yl)methylene)propane-2-sulfinamide mono-Calcium citrat